((2R,3R)-3-(2-chlorobenzyl)-1,4-dioxaspiro[4.5]decan-2-yl)methanol ClC1=C(C[C@@H]2[C@H](OC3(O2)CCCCC3)CO)C=CC=C1